5-acetyl-1H-indazol C(C)(=O)C=1C=C2C=NNC2=CC1